[{(2S,6R)-6-(5-methyl-2,4-dioxo-3,4-dihydropyrimidine-1(2H)-yl)morpholin-2-yl}methyl]succinic acid CC=1C(NC(N(C1)[C@@H]1O[C@H](CNC1)CC(C(=O)O)CC(=O)O)=O)=O